ClC=1C(=C(C(=O)N)C=CC1Cl)S 3,4-dichloro-2-sulfanyl-benzamide